(3S,5R)-3,5-dimethylpiperazin C[C@H]1CNC[C@H](N1)C